OC1(CC=C(C(=O)OC)C=C1)C methyl 4-hydroxy-4-methylbenzoate